Cl.COC(=O)C1(CCCCC1)N 1-Aminocyclohexane-1-carboxylic acid methyl ester hydrochloride